C(CCCCCCC\C=C/CCCCCCCC)(=O)[O-].C(CCCCCCC\C=C/CCCCCCCC)(=O)O.[Na+] sodium oleate (oleate)